ClC1=C(C=CC=C1C1=C(C(=NC=C1)C1=CC(=C(C=C1)CNC1CCC(CC1)OC)OC)Cl)C1=CC=C(C(=N1)OC)CNC1CCC(CC1)OC (1r,4r)-N-((6-(2-chloro-3-(3-chloro-2-(3-methoxy-4-((((1r,4s)-4-methoxycyclohexyl)amino)methyl)phenyl)pyridin-4-yl)phenyl)-2-methoxypyridin-3-yl)methyl)-4-methoxycyclohexan-1-amine